CC(C)C1=C(C=C2CCCC2=C1)NC(=O)N[C@@H](C(=O)OCC)CC=1C=NC=CC1 Ethyl (2R)-2-({[6-(propan-2-yl)-2,3-dihydro-1H-inden-5-yl]carbamoyl}amino)-3-(pyridin-3-yl)propanoate